BrC1=CC(=C2C(CCOC2=C1)N1CCN(CC1)C(=O)OC(C)(C)C)Cl tert-butyl 4-(7-bromo-5-chloro-chroman-4-yl)piperazine-1-carboxylate